BrC=1C=C(C(=NC1)Cl)C1=NN(C=C1)C 5-bromo-2-chloro-3-(1-methyl-1H-pyrazol-3-yl)pyridine